C(CCC)(=O)OC1=CC=C2C=C(COC2=C1)C1=CC=C(C=C1)C(C(=O)O)CC.C(CCC)(=O)OC1=CC=C(C=C1)C=1COC2=CC(=CC=C2C1)OC(CCC)=O 4-(7-(butyryloxy)-2H-chromen-3-yl)phenyl butyrate (4-(7-(butyryloxy)-2H-chromen-3-yl)phenyl butyrate)